4-(4-{1-[1-(bicyclo[1.1.1]pentan-1-yl)-1H-pyrazol-4-yl]-5-methyl-1H-indazol-6-yl}piperazin-1-yl)oxolan-3-ol C12(CC(C1)C2)N2N=CC(=C2)N2N=CC1=CC(=C(C=C21)N2CCN(CC2)C2C(COC2)O)C